FC(CN1N=C(C=2C1=NC(=CN2)N2C(C1(CNC1)CC2)=O)C)F 6-(1-(2,2-difluoroethyl)-3-methyl-1H-pyrazolo[3,4-b]pyrazin-6-yl)-2,6-diazaspiro[3.4]octan-5-one